6-(4-(2-(Difluoromethoxy)phenyl)piperidin-1-yl)-2-azaspiro[3.4]octane FC(OC1=C(C=CC=C1)C1CCN(CC1)C1CC2(CNC2)CC1)F